FC(C1=C(C=CC=C1)C1=CC(=CN1)C(=O)N)(F)F 5-(2-(trifluoromethyl)phenyl)-1H-pyrrole-3-carboxamide